[(3S,4aS,7aR)-1-benzyl-3-fluoro-octahydro-1H-cyclopenta[b]pyridin-4a-yl]methanol C(C1=CC=CC=C1)N1[C@H]2[C@@](C[C@@H](C1)F)(CCC2)CO